(Z)-7-[(2R)-2-Amino-3-hydroxy-3-oxopropyl]sulfanyl-2-{[(1S)-2,2-dimethylcyclopropanecarbonyl]amino}hept-2-enoic acid N[C@@H](CSCCCC\C=C(\C(=O)O)/NC(=O)[C@@H]1C(C1)(C)C)C(=O)O